F[P-](F)(F)(F)(F)F.N1(N=NC2=C1C=CC=C2)O[P+](N2CCCC2)(N2CCCC2)N2CCCC2 (1H-benzotriazol-1-yloxy)(trispyrrolidin-1-yl)phosphonium hexafluorophosphate